2-(2-chloroethyl)-5-(3-methoxyphenyl)thiophene ClCCC=1SC(=CC1)C1=CC(=CC=C1)OC